C(C)(C)(C)OC(=O)N1CC(C(CC1)CC(=O)O)(F)F 2-(1-t-butoxycarbonyl-3,3-difluoro-4-piperidinyl)acetic acid